FC1=CC2=C(C=C1)C1=C(CCN(CC1)C)O2 8-fluoro-3-methyl-2,3,4,5-tetrahydro-1H-benzofuro[2,3-d]azepine